C(OC1=CC=C(C=C1)NC(C=C)=O)(OC1=CC=C(C=C1)C(C1=CC=CC=C1)=O)=O 4-acrylamidophenyl (4-benzoylphenyl) carbonate